CN(C1(CC=C(CC(CC)O)C=C1)N(C)C)C 4,4-bis-dimethylaminobenzyl-propanol